(2R,5S)-5-(aminomethyl)-2-(2-phenoxyphenyl)-1,4-thiazepan-3-one NC[C@H]1NC([C@H](SCC1)C1=C(C=CC=C1)OC1=CC=CC=C1)=O